6-chloropyridazine-2-carbonitrile ClC1=CC=CN(N1)C#N